1-ethyl naphthoate C1(=CC=CC2=CC=CC=C12)C(=O)OCC